2-(5-isopropoxy-1-tetrahydropyran-2-yl-indazol-3-yl)pyrimidine C(C)(C)OC=1C=C2C(=NN(C2=CC1)C1OCCCC1)C1=NC=CC=N1